7-(4-Isopropylpiperidin-1-yl)-3-(1-methyl-1H-indol-3-yl)quinolin-2-amine C(C)(C)C1CCN(CC1)C1=CC=C2C=C(C(=NC2=C1)N)C1=CN(C2=CC=CC=C12)C